6-(Imidazo[1,2-a]pyridin-3-carbonyl)-N-(5-(trifluoromethyl)pyridin-3-yl)-4,5,6,7-tetrahydrothieno[2,3-c]pyridin-3-carboxamid N=1C=C(N2C1C=CC=C2)C(=O)N2CC1=C(CC2)C(=CS1)C(=O)NC=1C=NC=C(C1)C(F)(F)F